FC1=C2C(=NNC2=CC=C1)C=O (4-fluoro-1H-indazol-3-yl)methanone